Methyl (S)-4-(3-fluoro-2-(2-fluoropropan-2-yl)phenyl)-2-methyl-5-oxo-1,4,5,7-tetrahydrofuro[3,4-b]pyridine-3-carboxylate FC=1C(=C(C=CC1)[C@@H]1C2=C(NC(=C1C(=O)OC)C)COC2=O)C(C)(C)F